C1(CCC1)CC1=CC=C2C(=N1)NC=C2C2=CC=1N(C=C2)N=CC1C(=O)NC=1C=NC=CC1 5-(6-(cyclobutylmethyl)-1H-pyrrolo[2,3-b]pyridin-3-yl)-N-(pyridin-3-yl)pyrazolo[1,5-a]pyridine-3-carboxamide